5-(3-cyanophenyl)-N-(3-((dimethylamino)methyl)-1,2,4-thiadiazol-5-yl)furan-3-carboxamide C(#N)C=1C=C(C=CC1)C1=CC(=CO1)C(=O)NC1=NC(=NS1)CN(C)C